1-(2-(1H-indol-3-yl)-6-methylnicotinyl)-4-o-methylphenyl-thiosemicarbazide N1C=C(C2=CC=CC=C12)C1=C(CNNC(=S)NC2=C(C=CC=C2)C)C=CC(=N1)C